6-(2-((3-(3,5-dichloropyridin-4-yl)-5-(trifluoromethyl)isoxazol-4-yl)methylene)-7-azaspiro[3.5]non-7-yl)-4-(trifluoromethyl)quinoline-2-carboxylic acid ClC=1C=NC=C(C1C1=NOC(=C1C=C1CC2(C1)CCN(CC2)C=2C=C1C(=CC(=NC1=CC2)C(=O)O)C(F)(F)F)C(F)(F)F)Cl